C1(=CC=CC=C1)C1=CC=C(C=N1)CN(C=O)C1=C(C=CC=C1)C#CC=1C(=NC=CC1)C(=O)O [2-(2-{N-[(6-phenylpyridin-3-yl)methyl]formamido}phenyl)ethynyl]pyridine-2-carboxylic acid